3'-methoxy-N-((1-methyl-3-oxo-2,3,5,6,7,8-hexahydroisoquinolin-4-yl)methyl)-5'-(trifluoromethyl)-[1,1'-biphenyl]-4-carboxamide COC=1C=C(C=C(C1)C(F)(F)F)C1=CC=C(C=C1)C(=O)NCC=1C(NC(=C2CCCCC12)C)=O